C(#N)C1=C(OC=2C=C3C(N(C=NC3=CC2)[C@H]2COC3(C2)CCN(CC3)C(=O)OC(C)(C)C)=O)C(=CC=C1NS(N(C)CC)(=O)=O)F tert-butyl (3R)-3-[6-[2-cyano-3-[[ethyl(methyl)sulfamoyl]amino]-6-fluoro-phenoxy]-4-oxo-quinazolin-3-yl]-1-oxa-8-azaspiro[4.5]decane-8-carboxylate